CC1C(CCC(C1)CC1CC(C(CC1)N)C)N 2,2'-Dimethyl-4,4'-methylenbis-(cyclohexylamin)